NC1=C(C=2C(=NC=C(C2S1)F)C=1C2=C(C=3C(=NC(=NC3C1F)OC[C@H]1N(CCC1)C)N1C3CNCC1CC3)COC2)C#N 2-Amino-4-[1-(3,8-diazabicyclo[3.2.1]octan-8-yl)-5-fluoro-3-[[(2S)-1-methylpyrrolidin-2-yl]methoxy]-7,9-dihydrofuro[3,4-f]quinazolin-6-yl]-7-fluoro-thieno[3,2-c]pyridine-3-carbonitrile